[Ni](Cl)Cl.C(C)(C)(C)C1=CC(=NC=C1)C1=NC=CC(=C1)C(C)(C)C 4,4'-di-tert-butyl-2,2'-bipyridyl nickel dichloride